cis-[(3S)-3-(3,5-difluorophenyl)isoxazolidin-2-yl]-[3-(5-fluoroindazol-1-yl)cyclobutyl]methanone FC=1C=C(C=C(C1)F)[C@H]1N(OCC1)C(=O)[C@@H]1C[C@@H](C1)N1N=CC2=CC(=CC=C12)F